ClC1=C(C(=NN1)C)NC(C1=C(C=C(C(=C1)F)C1=NC(=C(C=C1)OC)C(C)O)O[C@H](C(F)(F)F)C)=O N-(5-Chloro-3-methyl-1H-pyrazol-4-yl)-5-fluoro-4-(6-(1-hydroxyethyl)-5-methoxypyridin-2-yl)-2-(((S)-1,1,1-trifluoropropan-2-yl)oxy)benzamide